hydroxyethyl-hydrazine bis(trifluoromethanesulfonyl)imide salt [N-](S(=O)(=O)C(F)(F)F)S(=O)(=O)C(F)(F)F.OCCNN